Methyl 1-(3-cyanobenzyl)-5-hydroxy-2-oxo-2,3-dihydro-1H-benzo[b]azepine-4-carboxylate C(#N)C=1C=C(CN2C3=C(C(=C(CC2=O)C(=O)OC)O)C=CC=C3)C=CC1